((cis-3-(((S)-3-ethoxy-3-oxo-2-((2,4,6-trimethylphenyl)sulfonamido)-propyl)carbamoyl)cyclobutyl)methyl)-3,4-dihydro-1,8-naphthyridine-1(2H)-carboxylate C(C)OC([C@H](CNC(=O)[C@H]1C[C@H](C1)COC(=O)N1CCCC2=CC=CN=C12)NS(=O)(=O)C1=C(C=C(C=C1C)C)C)=O